(S)-6-(4-(methoxycarbonyl)phenyl)-4-(4,4,5,5-tetramethyl-1,3,2-dioxaborolane-2-yl)-3,6-dihydropyridine-1(2H)-carboxylic acid benzyl Ester C(C1=CC=CC=C1)OC(=O)N1CCC(=C[C@H]1C1=CC=C(C=C1)C(=O)OC)B1OC(C(O1)(C)C)(C)C